2-cyclopropyl-2-(3-((3-((diisopropylamino)methyl)-4-(5-fluoro-2-methoxypyridin-4-yl)benzoyl)oxy)phenyl)ethanesulfonic acid C1(CC1)C(CS(=O)(=O)O)C1=CC(=CC=C1)OC(C1=CC(=C(C=C1)C1=CC(=NC=C1F)OC)CN(C(C)C)C(C)C)=O